4-(furan-2-ylmethyl)-3-oxo-3,4-dihydro-2H-benzo[b][1,4]thiazine-6-carboxylic acid O1C(=CC=C1)CN1C2=C(SCC1=O)C=CC(=C2)C(=O)O